N-[trans-(7RS,9RS)-3-cyclopropyl-5-(2-methylpropylsulfamoyl)-9-[3-(pyridin-3-ylamino)-1,2,4-triazol-4-yl]-8,9-dihydro-7H-cyclopenta[h]isoquinolin-7-yl]pyridine-3-carboxamide C1(CC1)C=1N=CC2=C3C(=CC(=C2C1)S(NCC(C)C)(=O)=O)[C@@H](C[C@H]3N3C(=NN=C3)NC=3C=NC=CC3)NC(=O)C=3C=NC=CC3 |r|